2-[(4-Fluoro-4-methyl-pentyl)amino]-4-[[1-(hydroxymethyl)cyclopropyl]amino]pyrimidine-5-carboxamide FC(CCCNC1=NC=C(C(=N1)NC1(CC1)CO)C(=O)N)(C)C